N-(3-(dimethylamino)-propyl)methacrylamide CN(CCCNC(C(=C)C)=O)C